7-(2-fluoro-3-methoxy-1-naphthyl)-2-[[(2S)-1-methylpyrrolidin-2-yl]methoxyl-6,8-dihydro-5H-pyrido[3,4-d]pyrimidin-4-yl]piperazine-1-carboxylate FC1=C(C2=CC=CC=C2C=C1OC)N1CC=2N=C(N=C(C2CC1)C1N(CCNC1)C(=O)[O-])OC[C@H]1N(CCC1)C